tert-Butyl (4R)-4-formyl-2,2-dimethyl-1,3-oxazolidine-3-carboxylate C(=O)[C@@H]1N(C(OC1)(C)C)C(=O)OC(C)(C)C